(S)-3-methyl-4-(Tert-butylpyrrolidine-1-carbonyl)piperazine-1-carboxylate C[C@H]1CN(CCN1C(=O)N1C(CCC1)C(C)(C)C)C(=O)[O-]